methyl 4-(difluoromethoxy)-3-hydroxybenzoate FC(OC1=C(C=C(C(=O)OC)C=C1)O)F